1-(4-(cis-3-(2,4-difluorophenyl)-7-((tetrahydro-2H-pyran-2-yl)oxy)chroman-4-yl)phenyl)-4-(dimethoxymethyl)piperidine FC1=C(C=CC(=C1)F)[C@@H]1COC2=CC(=CC=C2[C@@H]1C1=CC=C(C=C1)N1CCC(CC1)C(OC)OC)OC1OCCCC1